tert-butyl (2-((6-(2,4-dioxotetrahydropyrimidin-1(2H)-yl) pyridin-3-yl) oxy)-2-oxoethyl)-3,5-dimethylpiperazin-1-carboxylate O=C1N(CCC(N1)=O)C1=CC=C(C=N1)OC(CC1N(CC(NC1C)C)C(=O)OC(C)(C)C)=O